C(C(C)C)[PH2]=O isobutylphosphine oxide